N,N'-dimethyl-2,4-diaminobenzoic acid CNC1=C(C(=O)O)C=CC(=C1)NC